5-(2-(4-Chlorophenyl)imidazo[1,2-a]pyridin-3-yl)pyridin-2-amine ClC1=CC=C(C=C1)C=1N=C2N(C=CC=C2)C1C=1C=CC(=NC1)N